(9H-Fluoren-9-yl)methyl ((R)-cyclopropyl(2-((S)-(4,4-difluorocyclohexyl)(4-methyl-1,2,5-oxadiazole-3-carboxamido)methyl)imidazo[1,2-a]pyrimidin-7-yl)methyl)carbamate C1(CC1)[C@H](C1=NC=2N(C=C1)C=C(N2)[C@@H](NC(=O)C2=NON=C2C)C2CCC(CC2)(F)F)NC(OCC2C1=CC=CC=C1C=1C=CC=CC21)=O